C(C1=CC=CC=C1)OC(=O)N[C@H](C(=O)OCC1=CC=CC=C1)CC1=CC(=C(C=C1)OCCOCCOCCOCCOCCOCCOCCOCCOCCOCCOCCOC)OCCOCCOCCOCCOCCOCCOCCOCCOCCOCCOCCOC (S)-benzyl 2-(((benzyloxy)carbonyl)amino)-3-(3,4-bis(2,5,8,11,14,17,20,23,26,29,32-undecaoxatetratriacontan-34-yloxy)phenyl)propanoate